NC1=C(C=CC2=CC=CC=C12)N=NC=1C=NC(=CC1)C1=C(C(=CC=C1)C)C 4-Amino-3-[6-(2,3-dimethylphenyl)pyridin-3-ylazo]naphthalin